C(C)[C@H](C(=O)[O-])[C@]1(C(C(CC1)=O)C)C |o1:2,6| (1R*,2S*)-ethyl(1,2-dimethyl-3-oxocyclopentyl)acetate